6-(4-((4-([1,2,4]triazolo[1,5-a]pyridin-7-yloxy)-2-fluoro-3-methylphenyl)amino)pyrido[3,2-d]pyrimidin-6-yl)-3,6-diazabicyclo[3.1.1]heptan N=1C=NN2C1C=C(C=C2)OC2=C(C(=C(C=C2)NC=2C1=C(N=CN2)C=CC(=N1)N1C2CNCC1C2)F)C